FC=1C=C2C(CC3(NC2=CC1)CCN(CC3)C(=O)NCC3=CC(=C(C=C3)F)OCCO)=O 6'-fluoro-N-(4-fluoro-3-(2-hydroxyethoxy)benzyl)-4'-oxo-3',4'-dihydro-1'H-spiro[piperidine-4,2'-quinoline]-1-carboxamide